The molecule is the epoxy steroid formed from cholest-5-ene by formal addition of oxygen across the 5,6 double bond with alpha-configuration at both C-5 and C-6. It derives from a hydride of a 5alpha-cholestane. C[C@H](CCCC(C)C)[C@H]1CC[C@@H]2[C@@]1(CC[C@H]3[C@H]2C[C@H]4[C@@]5([C@@]3(CCCC5)C)O4)C